FC1(NC(C=2C1=NC(=CC2)NC2=NC=C(C(=N2)N[C@H](CO)C2=CC=CC=C2)C=2OC(=NN2)C=2C=NC=CC2)=O)F (S)-7,7-difluoro-2-((4-((2-hydroxy-1-phenylethyl)amino)-5-(5-(pyridin-3-yl)-1,3,4-oxadiazol-2-yl)pyrimidin-2-yl)amino)-6,7-dihydro-5H-pyrrolo[3,4-b]pyridin-5-one